N1C=CC2=CC(=CC=C12)C(=O)P(O)(=O)OC(C)(C)C 1H-indole-5-carbonyl-(tert-butoxy)phosphinic acid